N1[14C](=O)NC=2NC(=O)NC2C1=O [14C]-uric acid